C(C1=CC=CC=C1)SC1=C(C=CC=C1)S(=O)(=O)NC(C)C 2-(benzylsulfanyl)-N-(propan-2-yl)benzene-1-sulfonamide